ClC1=CC=C(C(=N1)C1=NOCN1)O[C@H](C)C=1C=C(C=C2C(C(=C(OC12)C1CC1)C)=O)C 3-[6-Chloro-3-[(1R)-1-(2-cyclopropyl-3,6-dimethyl-4-oxo-chromen-8-yl)ethoxy]-2-pyridyl]-4H-1,2,4-oxadiazol